O[C@@]1([C@H](CCC1)N1C(C(=CC2=C1N=C(N=C2)NC2CCN(CC2)S(=O)(=O)C([2H])([2H])[2H])C([2H])(F)F)=O)C([2H])([2H])[2H] (+)-8-((1S,2S)-2-hydroxy-2-(methyl-d3)cyclopentyl)-6-(difluoromethyl-d)-2-((1-((methyl-d3)sulfonyl)piperidin-4-yl)amino)pyrido[2,3-d]pyrimidin-7(8H)-one